(trans)-Methyl 6-(4-aminocyclohexyl)-4-(2-chloro-4-fluorophenyl)-2-(thiazol-2-yl)-1,4-dihydropyrimidine-5-carboxylate N[C@@H]1CC[C@H](CC1)C1=C(C(N=C(N1)C=1SC=CN1)C1=C(C=C(C=C1)F)Cl)C(=O)OC